(R)-N-(4-(4,4-difluorocyclohexyl)-2-sulfamoylphenyl)-9-methyl-6-oxo-6,7,8,9-tetrahydropyrido[3',2':4,5]pyrrolo[1,2-a]pyrazine-2-carboxamide FC1(CCC(CC1)C1=CC(=C(C=C1)NC(=O)C=1C=CC=2C=C3N([C@@H](CNC3=O)C)C2N1)S(N)(=O)=O)F